ClC=1C2=C(SC1C(=O)Cl)C=C(C=C2)OC 3-chloro-6-methoxybenzo[b]thiophene-2-carbonyl chloride